CN(C1=CC=C(C=C1)N1C(N=NC1=O)=O)C 4-(4'-dimethylaminophenyl)-1,2,4-triazoline-3,5-dione